C(C)C=1C(NC2=CC(=CN=C2C1)CN1CCN(CC1)C=1C=C2C(=NC1)NC(C2)=C=O)=O 3-ethyl-7-((4-(2-carbonyl-2,3-dihydro-1H-pyrrolo[2,3-b]pyridin-5-yl)piperazin-1-yl)methyl)-1,5-naphthyridin-2(1H)-one